(2R,3S)-2,3-dihydroxy-3-(6-(1-(4-(trifluoromethyl)benzyl)-1H-indol-5-yl)pyridin-2-yl)propanamide O[C@@H](C(=O)N)[C@H](C1=NC(=CC=C1)C=1C=C2C=CN(C2=CC1)CC1=CC=C(C=C1)C(F)(F)F)O